CN1CCN(CC1)CC1=CC=C(C(=O)NC2=CC(=C(C=C2)C)NC2=NC=CC(=N2)C=2C=NC=CC2)C=C1 4-[(4-Methylpiperazin-1-yl)methyl]-N-{4-methyl-3-[(4-pyridin-3-ylpyrimidin-2-yl)amino]phenyl}benzamid